cis-pentenoic acid C(\C=C/CC)(=O)O